4,6-Dichloro-2-(trifluoromethyl)quinoline ClC1=CC(=NC2=CC=C(C=C12)Cl)C(F)(F)F